OC(CNC(C=C)=O)COCCC[Si](C)(C)C(C)(C)C N-[2-hydroxy-3-(3-(t-butyldimethylsilyl)propyloxy)propyl]acrylamide